ClC=1C(=C(N)C=CC1)OC 3-chloro-2-methoxyaniline